N1(CCCC2=CC=CC=C12)C(=O)[O-] quinoline-1(3H)formate